tert-butyl ((3-bromo-4,5,6,7-tetrahydropyrazolo[1,5-a]pyrimidin-6-yl) methyl)carbamate BrC=1C=NN2C1NCC(C2)CNC(OC(C)(C)C)=O